ClC1=CC=C2C(=NC(N(C2=C1)C=1C=NC=NC1)=O)NCC#C 7-chloro-4-(prop-2-yn-1-ylamino)-1-(pyrimidin-5-yl)quinazolin-2(1H)-one